calcium phosphorus tricalcium salt [Ca].[Ca].[Ca].[P].[Ca]